C(=O)N(C)CC(=O)OCC Ethyl (formyl-methyl-amino)acetate